(1R,3S)-3-(1-(tert-butyl)-5-((1-methyl-6-oxo-1,6-dihydropyridazin-3-yl)amino)-1H-pyrazol-3-yl)cyclopentyl (4-nitrophenyl) carbonate C(O[C@H]1C[C@H](CC1)C1=NN(C(=C1)NC1=NN(C(C=C1)=O)C)C(C)(C)C)(OC1=CC=C(C=C1)[N+](=O)[O-])=O